BrC1=CC(=C(C=C1)N1C(N=C(C2=C1N=C(C(=C2)Cl)N2CCCCC2)N2[C@H](CN(CC2)C(=O)OC(C)(C)C)C)=O)C(C)C (S)-tert-Butyl 4-(1-(4-bromo-2-isopropylphenyl)-6-chloro-2-oxo-7-(piperidin-1-yl)-1,2-dihydropyrido[2,3-d]pyrimidin-4-yl)-3-methylpiperazine-1-carboxylate